pyrrolo[2,1-b]thiazole-6-carboxylic acid ethyl ester C(C)OC(=O)C=1C=C2SC=CN2C1